O=C1NC(CCC1N1C(C2=CC=CC(=C2C1)NCC=1C=NN(C1)CCC(=O)NC1=CC2=CC(=C(C(=C2C=C1)F)N1S(NC(C1)=O)(=O)=O)O)=O)=O 3-[4-[[[2-(2,6-dioxo-3-piperidyl)-1-oxo-isoindolin-4-yl]amino]methyl]pyrazol-1-yl]-N-[5-fluoro-7-hydroxy-6-(1,1,4-trioxo-1,2,5-thiadiazolidin-2-yl)-2-naphthyl]propanamide